ClC1=C(C(=C(N)C(=C1F)C(=C)C)C(=C)C)F 4-chloro-3,5-difluoro-2,6-bis(prop-1-en-2-yl)aniline